OC1=C(C(=O)C2=CC=CC=C2)C=CC(=C1)OCCCCCCCC 2-Hydroxyl-4-octoxybenzophenone